chlorohexyltriethylene glycol ClCCCCCCC(COCCOCCO)O